BrC=1C(=NC=C(C1)F)C(=O)OC Methyl 3-bromo-5-fluoropyridinecarboxylate